methyl (1R,3S)-1-((2'-(benzyloxy)-3',6-difluoro-[1,1'-biphenyl]-3-yl)methyl)-3-(methylsulfonamido)cyclopentane-1-carboxylate C(C1=CC=CC=C1)OC1=C(C=CC=C1F)C1=CC(=CC=C1F)C[C@]1(C[C@H](CC1)NS(=O)(=O)C)C(=O)OC